Cl[Si](CCCCCCCCCCCC(C(C(C(C(C(F)(F)F)(F)F)(F)F)(F)F)(F)F)(F)F)(Cl)Cl trichloro(12,12,13,13,14,14,15,15,16,16,17,17,17-tridecafluoroheptadecyl)silane